N-(3-fluoro-5-(5-((1R,2S)-2-fluorocyclopropyl)-1,2,4-oxadiazol-3-yl)-2-methylphenyl)-7-isopropylimidazo[1,2-a]pyridine-3-carboxamide FC=1C(=C(C=C(C1)C1=NOC(=N1)[C@@H]1[C@H](C1)F)NC(=O)C1=CN=C2N1C=CC(=C2)C(C)C)C